1-(4-(2,4-difluorobenzyl)-8,8-dimethyl-7,8-dihydro-6H-pyrrolo[2,3-e][1,2,4]triazolo[1,5-a]pyridin-6-yl)-2-((2R,5R)-5-methyl-2-(((R)-3-methylmorpholino)methyl)piperazin-1-yl)ethan-1-one FC1=C(CC=2C=3N(C4=C(C2)N(CC4(C)C)C(CN4[C@H](CN[C@@H](C4)C)CN4[C@@H](COCC4)C)=O)N=CN3)C=CC(=C1)F